1,3,5-trimethyl-benzaldehyde CC1(C=O)CC(=CC(=C1)C)C